FC=1C=C(C=C(C1)F)[C@H]1N(OCC1)C(=O)[C@@H]1CC[C@H](CC1)CC1=CC=C2C=NN(C2=C1)C trans-[(3S)-3-(3,5-difluorophenyl)isoxazolidin-2-yl]-[4-[(1-methylindazol-6-yl)methyl]cyclohexyl]methanone